1-(4-fluoro-2-methylphenyl)ethanone FC1=CC(=C(C=C1)C(C)=O)C